C(C)[C@@H]1[C@H](C1)C1N(C=C(C=C1C(=O)NC)C(=O)N)CC1=CC(=CC=C1)OCCO ((1S,2S)-2-ethylcyclopropyl)-1-(3-(2-hydroxyethoxy)benzyl)-N-methyl-1,2-dihydropyridine-3,5-dicarboxamide